C(C1=CC=CC=C1)N1CCC(CC1)CCNC(=O)N1[C@H](CN(C[C@H]1C)C1=NC=C(C=C1F)C#N)C (2S,6R)-N-[2-(1-benzylpiperidin-4-yl)ethyl]-4-(5-cyano-3-fluoropyridin-2-yl)-2,6-dimethylpiperazine-1-carboxamide